2-(2-bromo-6,6-dimethyl-4-oxo-4,6-dihydro-5H-thieno[2,3-c]pyrrol-5-yl)propionic acid tert-butyl ester C(C)(C)(C)OC(C(C)N1C(C2=C(C1=O)C=C(S2)Br)(C)C)=O